COC1=CC=C2C(=N1)CC(OC2=O)(C)C 2-methoxy-7,7-dimethyl-8H-pyrano[4,3-b]pyridin-5-one